racemic-1-benzyl 6a-methyl 5-methyl-3a-(3-(4,4,5,5-tetramethyl-1,3,2-dioxaborolan-2-yl)propyl)hexahydropyrrolo[3,4-b]pyrrole-1,6a-dicarboxylate CN1CC2(N(CCC2(C1)CCCB1OC(C(O1)(C)C)(C)C)C(=O)OCC1=CC=CC=C1)C(=O)OC